ClC1=CC(=C(S1)C1=CC=C(C(=N1)C)O[C@@H]1C[C@H](CCC1)C(=O)O)CNC(=O)OCC1CCC1 (1S,3S)-3-((6-(5-chloro-3-((((cyclobutylmethoxy)carbonyl)amino)methyl)thiophen-2-yl)-2-methylpyridin-3-yl)oxy)cyclohexane-1-carboxylic acid